5-(cyclohexen-1-yl)-N-[4-(6,7-dimethoxyquinolin-4-yl)oxy-3-fluorophenyl]-4-hydroxy-6-methylpyridine-3-carboxamide lithium [Li].C1(=CCCCC1)C=1C(=C(C=NC1C)C(=O)NC1=CC(=C(C=C1)OC1=CC=NC2=CC(=C(C=C12)OC)OC)F)O